(E)-3-(4-Chlorophenyl)-2-(4-fluorophenyl)-N-methacryloylacrylamide ClC1=CC=C(C=C1)/C=C(/C(=O)NC(C(=C)C)=O)\C1=CC=C(C=C1)F